[3-(8-amino-1,7-naphthyridin-3-yl)-4-methoxyphenyl]boronic acid formic acid salt C(=O)O.NC=1N=CC=C2C=C(C=NC12)C=1C=C(C=CC1OC)B(O)O